(2-chloro-5-(trifluoromethyl)pyridin-3-yl)methanol ClC1=NC=C(C=C1CO)C(F)(F)F